OCCCNC(=NC(C)C)NC(C)C 1-(3-hydroxypropyl)-2,3-diisopropylguanidine